(S)-2-(2,5-difluoro-4-(6-((5-methyl-1,2,4-oxadiazol-3-yl)methoxy)pyridin-2-yl)benzyl)-1-(oxetan-2-ylmethyl)-1H-benzo[d]imidazole-6-carboxylic acid FC1=C(CC2=NC3=C(N2C[C@H]2OCC2)C=C(C=C3)C(=O)O)C=C(C(=C1)C1=NC(=CC=C1)OCC1=NOC(=N1)C)F